N1(CCC2=CC=CC=C12)C=1C=NC=2CCN(CC2C1)C=1C(=CC=2N(N1)C(C=CN2)=O)C 7-(3-(indolin-1-yl)-7,8-dihydro-1,6-naphthyridin-6(5H)-yl)-8-methyl-4H-pyrimido[1,2-b]pyridazin-4-one